O(C1=CC=CC=C1)C1=CC=C(C=C1)C1=NNC2=NC=NC(=C21)N 3-(4-phenoxyphenyl)-1H-pyrazolo[3,4-d]Pyrimidine-4-amine